(2-chloro-4-fluorophenyl)-6-methyl-2-(thiazol-2-yl)-1,4-dihydropyrimidine-5-carboxylic acid methyl ester COC(=O)C=1CN=C(N(C1C)C1=C(C=C(C=C1)F)Cl)C=1SC=CN1